Ethyl-oxo-2,2-dimethyloctanoate C(C)C(C(C(C(=O)[O-])(C)C)=O)CCCC